1-(pyren-1-yl)naphthalen-2-yl trifluoromethanesulfonate FC(S(=O)(=O)OC1=C(C2=CC=CC=C2C=C1)C1=CC=C2C=CC3=CC=CC4=CC=C1C2=C34)(F)F